C(C)(C)N(C(=O)C#CCC1=CC=C(C=C1)C)C(C)C N,N-diisopropyl-4-methylbenzylethynyl-formamide